[N+](=O)([O-])C=1C=C2C=C3C(=CC2=CC1)C(=O)OC3=O 6-nitronaphthalene-2,3-dicarboxylic anhydride